9-(4-methoxybenzyl)-6-(1H-pyrazolo[4,3-c]pyridin-1-yl)-9H-purin-2-ylamine COC1=CC=C(CN2C3=NC(=NC(=C3N=C2)N2N=CC=3C=NC=CC32)N)C=C1